3-[6-(2-thienylmethyl-amino)imidazo[1,2-b]pyridazin-3-yl]phenol S1C(=CC=C1)CNC=1C=CC=2N(N1)C(=CN2)C=2C=C(C=CC2)O